C1(CC1)C1=C(C(=NO1)C1=C(C=CC=C1)C(F)(F)F)/C=C/C1CCN(CC1)C1=CC=C2C=C(N=CC2=C1)C(=O)O (E)-7-(4-(2-(5-cyclopropyl-3-(2-(trifluoromethyl)phenyl)isoxazol-4-yl)vinyl)piperidin-1-yl)isoquinoline-3-carboxylic acid